C(C)(C)(C)OC(=O)N1[C@@H](COCC1)C=1C=C(C=C2CCN(CC12)C(=O)N1CCC(CC1)OC)C=1C=C2C(=NC1)NC=C2Cl (R)-3-(6-(3-chloro-1H-pyrrolo[2,3-b]pyridin-5-yl)-2-(4-methoxypiperidine-1-carbonyl)-1,2,3,4-Tetrahydroisoquinolin-8-yl)morpholine-4-carboxylic acid tert-butyl ester